bicyclo[2.2.1]hept-2-ene-2,3-dicarboxylate C12C(=C(C(CC1)C2)C(=O)[O-])C(=O)[O-]